(S)-2-(fluoromethyl)-4-((1r,3S)-3-(1-isopropyl-3-(2-(trifluoromethyl)pyrimidin-5-yl)-1H-pyrazol-5-yl)cyclopentyl)morpholine FC[C@@H]1CN(CCO1)[C@H]1C[C@H](CC1)C1=CC(=NN1C(C)C)C=1C=NC(=NC1)C(F)(F)F